C(C)N[C@@H]1CN(CC1)C=1C2=CN(N=C2C(=CC1)C(=O)NC=1C=C(C=2N(C1)C=C(N2)C)F)CCOC 4-[(3S)-3-(ethylamino)pyrrolidin-1-yl]-N-{8-fluoro-2-methylimidazo[1,2-a]pyridin-6-yl}-2-(2-methoxyethyl)indazole-7-carboxamide